tert-Butyl-4-(4-(3-((1-(5-chloro-2-hydroxyphenyl)ethyl)amino)prop-1-yn-1-yl)phenyl)piperazine C(C)(C)(C)N1CCN(CC1)C1=CC=C(C=C1)C#CCNC(C)C1=C(C=CC(=C1)Cl)O